3-(1-isopropyl-4-((1-(3,4,5-trimethoxyphenyl)-1H-imidazol-4-yl)amino)-1H-pyrazolo[3,4-d]pyrimidin-6-yl)pyrrolidine C(C)(C)N1N=CC=2C1=NC(=NC2NC=2N=CN(C2)C2=CC(=C(C(=C2)OC)OC)OC)C2CNCC2